(S)-2-((tert-butoxycarbonyl)amino)-4-((2,2-difluoroethyl)(4-(5,6,7,8-tetrahydro-1,8-naphthyridin-2-yl)butyl)amino)butanoic acid C(C)(C)(C)OC(=O)N[C@H](C(=O)O)CCN(CCCCC1=NC=2NCCCC2C=C1)CC(F)F